C(CCCCCCC)(=O)OC[C@@H](OC(CCCCCCC)=O)COP(=O)([O-])OCC[N+](C)(C)C 1,2-di-n-octanoyl-sn-glycero-3-phosphocholine